2-(4-chloro-3-fluorophenoxy)-N-{3-[(2-methyl-1,2,3,4-tetrahydroisoquinolin-5-yl)amino]bicyclo[1.1.1]pent-1-yl}acetamide ClC1=C(C=C(OCC(=O)NC23CC(C2)(C3)NC3=C2CCN(CC2=CC=C3)C)C=C1)F